(4Z)-1-(2-aminoethyl)-4-[(4-{2-[4-(azetidin-1-yl)phenyl]ethynyl}phenyl)methylidene]-2-phenyl-4,5-dihydro-1H-imidazol-5-one NCCN1C(=N\C(\C1=O)=C/C1=CC=C(C=C1)C#CC1=CC=C(C=C1)N1CCC1)C1=CC=CC=C1